1-(3-bromophenyl)-3-(3,4-dimethylphenyl)-8-methoxy-1H-pyrazolo[4,3-c]quinoline BrC=1C=C(C=CC1)N1N=C(C=2C=NC=3C=CC(=CC3C21)OC)C2=CC(=C(C=C2)C)C